C1(CCCC1)NC1=NC(=NC=C1CCC)NC1=C(C=C(C=C1)N1CCN(CC1)C)OC 3-(4-(Cyclopentylamino)-2-((2-methoxy-4-(4-methylpiperazin-1-yl)phenyl)amino)pyrimidin-5-yl)propane